[Zr].[Tm] Thulium-zirconium